2-cyclopropyl-N-[(1S)-1-(4,4-difluorocyclohexyl)-2-oxo-2-[[1-[(2-oxopyrrolidin-3-yl)methyl]pyrazol-4-yl]amino]ethyl]pyrazole-3-carboxamide C1(CC1)N1N=CC=C1C(=O)N[C@H](C(NC=1C=NN(C1)CC1C(NCC1)=O)=O)C1CCC(CC1)(F)F